methyl 2-(3-((3-(3-((4-(hydroxymethyl)-1-tosyl-1H-indol-5-yl)oxy)phenyl)-1H-pyrazol-1-yl)methyl)phenyl)acetate OCC1=C2C=CN(C2=CC=C1OC=1C=C(C=CC1)C1=NN(C=C1)CC=1C=C(C=CC1)CC(=O)OC)S(=O)(=O)C1=CC=C(C)C=C1